C(CO)(=O)[O-].C(CCCCCCC)=[Ti+2].C(CO)(=O)[O-] Octylidenetitanium glycolate